tert-butyl (2-((2-((3-fluorophenyl)thio)phenyl)amino)-2-oxoethyl)carbamate FC=1C=C(C=CC1)SC1=C(C=CC=C1)NC(CNC(OC(C)(C)C)=O)=O